N-cyclopropyl-2-(difluoromethoxy)-6-methoxy-4-[7-[2-(8-oxa-3-azabicyclo[3.2.1]octan-3-yl)ethoxy]imidazo[1,2-a]pyridin-3-yl]benzamide C1(CC1)NC(C1=C(C=C(C=C1OC)C1=CN=C2N1C=CC(=C2)OCCN2CC1CCC(C2)O1)OC(F)F)=O